C(CC)OC(CC)=O.C(C)(=O)OCC ethyl acetate propyl-propionate